(pentanamidomethyl)-1H-1,2,3-triazol C(CCCC)(=O)NCN1N=NC=C1